1-ethoxydodecane tert-butyl-7-(4-hydroxybutyl)-3,4-dihydro-1,8-naphthyridine-1(2H)-carboxylate C(C)(C)(C)OC(=O)N1CCCC2=CC=C(N=C12)CCCCO.C(C)OCCCCCCCCCCCC